6-fluoro-4-(piperazin-1-yl)quinoline FC=1C=C2C(=CC=NC2=CC1)N1CCNCC1